C1(=CC=C(C=C1)N(C1=CC=C(C=C1)C=1C=CC=2N(C3=CC=CC=C3C2C1)C=1C=C(C=O)C=CC1)C1=CC=2C(C3=CC=CC=C3C2C=C1)(C)C)C1=CC=CC=C1 3-(3-(4-([1,1'-biphenyl]-4-yl-(9,9-dimethyl-9H-fluoren-2-yl)amino)phenyl)-9H-carbazol-9-yl)benzaldehyde